2,2'-azino-di-(3-ethyl-benzthiazoline) N(N=C1SC2=C(N1CC)C=CC=C2)=C2SC1=C(N2CC)C=CC=C1